FC(C(=O)O)(F)F.CC1=C(C(=NO1)C=1C=NC(=CC1)C(F)(F)F)COC=1C=C2CCNCC2=CN1 6-({5-methyl-3-[6-(trifluoromethyl)pyridin-3-yl]-1,2-oxazol-4-yl}methoxy)-1,2,3,4-tetrahydro-2,7-naphthyridine trifluoroacetic acid salt